(S)-1-(3-((6-((5-(2-cyclohexyl-2H-tetrazol-5-yl)thiazol-2-yl)amino)-4-(morpholinomethyl)pyridine-2-yl)amino)piperidin-1-yl)prop-2-en-1-one C1(CCCCC1)N1N=C(N=N1)C1=CN=C(S1)NC1=CC(=CC(=N1)N[C@@H]1CN(CCC1)C(C=C)=O)CN1CCOCC1